2-[3-(3,5-difluorophenyl)ureido]-4-methoxy-N-(2-hydroxy-ethyl)benzamide FC=1C=C(C=C(C1)F)NC(NC1=C(C(=O)NCCO)C=CC(=C1)OC)=O